ammonium carbamate salt C(N)([O-])=O.[NH4+]